(5-methoxy-7-methyl-1-tosyl-1H-indol-4-yl)methanamine COC=1C(=C2C=CN(C2=C(C1)C)S(=O)(=O)C1=CC=C(C)C=C1)CN